N-(4-fluorophenyl)-7-methoxy-2H-benzopyran-3-carboxamide FC1=CC=C(C=C1)NC(=O)C=1COC2=C(C1)C=CC(=C2)OC